2-(5-methoxy-pyridin-2-yl)-aniline COC=1C=CC(=NC1)C1=C(N)C=CC=C1